N-(3,3-difluoropiperidin-4-yl)-5-((6-hydroxypyridin-2-yl)methoxy)-2-methylbenzofuran-3-carboxamide FC1(CNCCC1NC(=O)C1=C(OC2=C1C=C(C=C2)OCC2=NC(=CC=C2)O)C)F